tert-Butyl 4-[(5-methylpyridin-2-yl)methyl]piperazine-1-carboxylate CC=1C=CC(=NC1)CN1CCN(CC1)C(=O)OC(C)(C)C